(1R,2S,3R,5R)-3-{4-amino-2-chloropyrrolo[2,3-d]pyrimidin-7-yl}-5-(3-bromo-5-methoxyphenyl)cyclopentane-1,2-diol NC=1C2=C(N=C(N1)Cl)N(C=C2)[C@H]2[C@@H]([C@@H]([C@H](C2)C2=CC(=CC(=C2)OC)Br)O)O